CC1(C(C(=CC2(CCN(C2)C2=CC=NC=C2)C1)C#N)=O)C 9,9-dimethyl-8-oxo-2-(pyridin-4-yl)-2-azaspiro[4.5]dec-6-ene-7-carbonitrile